N1=CC=CC2=CC=CC(=C12)OCCCNC=1C(=CC=CC1)N N1-(3-(quinolin-8-yloxy)propyl)benzene-1,2-diamine